ClC1=CC(=C(N)C=C1)OCOCC[Si](C)(C)C 4-Chloro-2-((2-(trimethylsilyl)ethoxy)methoxy)aniline